FC1(CCN(CC1)S(=O)(=O)C=1C=C(C=CC1)C(=O)N1CC2(C3=CC(=CC=C13)NCC)CCC1(CC2)CC1)F (3-((4,4-difluoropiperidin-1-yl)sulfonyl)phenyl)(5''-(ethylamino)dispiro[cyclopropane-1,1'-cyclohexane-4',3''-indolin]-1''-yl)methanone